3-(2-Fluoro-5-(1-methyl-1H-pyrazol-3-yl)-4-(trifluoromethyl)benzamido)-2-phenyl-2H-indazole-6-carboxamide FC1=C(C(=O)NC=2N(N=C3C=C(C=CC23)C(=O)N)C2=CC=CC=C2)C=C(C(=C1)C(F)(F)F)C1=NN(C=C1)C